N-(4-(4-(1-(2-aminoethyl)piperidine-4-carbonyl)-piperazine-1-carbonyl)-3-chlorophenyl)-5-(2,3-difluoro-4-methoxyphenyl)-1-methyl-1H-imidazole-2-carboxamide formate C(=O)O.NCCN1CCC(CC1)C(=O)N1CCN(CC1)C(=O)C1=C(C=C(C=C1)NC(=O)C=1N(C(=CN1)C1=C(C(=C(C=C1)OC)F)F)C)Cl